5-(2,2-difluorocyclopropyl)-1H-pyridin-2-one FC1(C(C1)C=1C=CC(NC1)=O)F